ClC1=CC=C(OCC2=NN=C(O2)S)C=C1 5-((4-chlorophenoxy)methyl)-1,3,4-oxadiazole-2-thiol